C(C)(C)(C)OC(=O)N(CCCOC=1C=C(C=C(C(=O)OC)C1)C(=O)OC)CC(C)C Dimethyl 5-(3-((tert-butoxycarbonyl)(isobutyl)amino)propoxy)isophthalate